N-ethyl-N-methylacetamid C(C)N(C(C)=O)C